CN(CCOC=1C=C(C=CC1)C1N(CC(CC1)C)C(C(=O)NC=1C2=C(C=NC1)C=NN2)=O)C 2-(2-(3-(2-(dimethylamino)ethoxy)phenyl)-5-methylpiperidin-1-yl)-2-oxo-N-(1H-pyrazolo[4,3-c]pyridin-7-yl)acetamide